5-((2-(2,6-dioxopiperidin-3-yl)-1-oxoisoindolin-4-yl)thio)-N-(2-morpholinoethyl)pentanamide O=C1NC(CCC1N1C(C2=CC=CC(=C2C1)SCCCCC(=O)NCCN1CCOCC1)=O)=O